ethyl (3S)-3-[2-(5-bromo-2-fluorophenyl)-2-[2-oxo-4-(trifluoromethyl)pyridin-1-yl]acetamido]-3-{4-fluoro-2'-hydroxy-5,6'-dimethyl-[1,1'-biphenyl]-3-yl}propanoate BrC=1C=CC(=C(C1)C(C(=O)N[C@@H](CC(=O)OCC)C=1C=C(C=C(C1F)C)C1=C(C=CC=C1C)O)N1C(C=C(C=C1)C(F)(F)F)=O)F